NC1=C2N=C(N(C2=NC=N1)CCCNS(=O)(=O)CC)SC=1C=C2C(CCC2=CC1I)=O Ethanesulfonic acid {3-[6-amino-8-(6-iodo-3-oxo-indan-5-ylsulfanyl)-purin-9-yl]-propyl}-amide